pentaerythritol tetra(di-T-butyl hydroxy hydrocinnamate) C(C)(C)(C)C(C(C(=O)OCC(COC(C(C(C1=CC=CC=C1)C(C)(C)C)(O)C(C)(C)C)=O)(COC(C(C(C1=CC=CC=C1)C(C)(C)C)(O)C(C)(C)C)=O)COC(C(C(C1=CC=CC=C1)C(C)(C)C)(O)C(C)(C)C)=O)(O)C(C)(C)C)C1=CC=CC=C1